methyl-5-(5-(methyl-(3-methyl-2-oxo-7-(tetrahydro-2H-pyran-4-yl)-2,3-dihydrobenzo[d]oxazol-5-yl)amino)pyrimidin-2-yl)picolinamide CC=1C(=NC=C(C1)C1=NC=C(C=N1)N(C=1C=C(C2=C(N(C(O2)=O)C)C1)C1CCOCC1)C)C(=O)N